trityl-tetra(pentafluorophenyl)ammonium borate salt B([O-])([O-])[O-].C(C1=CC=CC=C1)(C1=CC=CC=C1)(C1=CC=CC=C1)C1(C(C(=C(C(=C1F)F)F)F)F)[N+](C1=C(C(=C(C(=C1F)F)F)F)F)(C1=C(C(=C(C(=C1F)F)F)F)F)C1=C(C(=C(C(=C1F)F)F)F)F.C(C1=CC=CC=C1)(C1=CC=CC=C1)(C1=CC=CC=C1)C1(C(C(=C(C(=C1F)F)F)F)F)[N+](C1=C(C(=C(C(=C1F)F)F)F)F)(C1=C(C(=C(C(=C1F)F)F)F)F)C1=C(C(=C(C(=C1F)F)F)F)F.C(C1=CC=CC=C1)(C1=CC=CC=C1)(C1=CC=CC=C1)C1(C(C(=C(C(=C1F)F)F)F)F)[N+](C1=C(C(=C(C(=C1F)F)F)F)F)(C1=C(C(=C(C(=C1F)F)F)F)F)C1=C(C(=C(C(=C1F)F)F)F)F